(2R)-1-(2-{3-[4-(Cyclopropanesulfonyl)-3-fluorophenyl]-1H-pyrazolo[3,4-b]pyridin-5-yl}-7-methyl-6,7,8,9-tetrahydro-5H-benzo[7]annulen-7-yl)-2-methylpyrrolidine C1(CC1)S(=O)(=O)C1=C(C=C(C=C1)C1=NNC2=NC=C(C=C21)C=2C=CC1=C(CCC(CC1)(C)N1[C@@H](CCC1)C)C2)F